NC1=C(C=C(C(=N1)C1=C(C=C2C(=NC(N3C2=C1SC[C@H](C3)OC)=O)N3C[C@@H](N[C@@H](C3)C)C)C(F)(F)F)F)F (3S)-11-(6-amino-3,5-difluoropyridin-2-yl)-8-((3S,5R)-3,5-dimethylpiperazin-1-yl)-3-methoxy-10-(trifluoromethyl)-3,4-dihydro-2H,6H-[1,4]thiazepino[2,3,4-ij]quinazolin-6-one